2-chloropyrimidine-4-carboxamide ClC1=NC=CC(=N1)C(=O)N